(benzene-1,3,5-tricarbonyl)tris(azanediyl)tri(3-hydroxybenzoic acid) C1(=CC(=CC(=C1)C(=O)NC1=C(C(=O)O)C=CC=C1O)C(=O)NC1=C(C(=O)O)C=CC=C1O)C(=O)NC1=C(C(=O)O)C=CC=C1O